2-fluoro-5-isothiocyanatopyridine FC1=NC=C(C=C1)N=C=S